N-methyl-2-[3-(trifluoromethyl)phenoxy]acetamide CNC(COC1=CC(=CC=C1)C(F)(F)F)=O